N1C=C(C2=CC=CC=C12)C[C@@H](C(=O)N[C@H](C(=O)OC(C)C)CCC(C=[N+]=[N-])=O)NC(CN1CCOCC1)=O isopropyl (S)-2-((S)-3-(1H-indol-3-yl)-2-(2-morpholinoacetamido) propanamido)-6-diazo-5-oxohexanoate